3-[2-(4-chloro-3-fluorophenoxy)acetamido]-N-[(3-propyl-1,2-oxazol-5-yl)methyl]bicyclo[1.1.1]pentane-1-carboxamide ClC1=C(C=C(OCC(=O)NC23CC(C2)(C3)C(=O)NCC3=CC(=NO3)CCC)C=C1)F